1-hexyl-4-methyloxycarbonyl-2-pyrrolidone C(CCCCC)N1C(CC(C1)C(=O)OC)=O